N-((3R)-1,1-dioxothiolan-3-yl)-6-((5-methyl-3-(6-methylpyridin-3-yl)-1,2-Oxazol-4-yl)methoxy)pyridine-3-carboxamide O=S1(C[C@@H](CC1)NC(=O)C=1C=NC(=CC1)OCC=1C(=NOC1C)C=1C=NC(=CC1)C)=O